CN1N=C2N(C=C(C=C2)C2=CC=CC=3N2N=CC3C(=O)N3CCCCC3)C1=O 2-Methyl-6-(3-(piperidine-1-carbonyl)pyrazolo[1,5-a]pyridin-7-yl)-[1,2,4]triazolo[4,3-a]pyridine-3(2H)-one